C1(=CC=C(C=C1)N1OC(=CN1)C1=CC=CC=C1)C1=CC=CC=C1 2-(4-biphenylyl)-5-Phenyloxadiazole